4-[4-[4-amino-3-(4-phenoxyphenyl)pyrazolo[3,4-d]pyrimidin-1-yl]-1-piperidyl]-3-fluoro-piperidine-1-carboxylate NC1=C2C(=NC=N1)N(N=C2C2=CC=C(C=C2)OC2=CC=CC=C2)C2CCN(CC2)C2C(CN(CC2)C(=O)[O-])F